pyrido[3,4-d]pyrimidine-2,4,8-trione N=1C(NC(C=2C1C(N=CC2)=O)=O)=O